C(#N)CCOPN(C(C)C)C(C)C 2-cyanoethoxy-N,N-diisopropylaminophosphine